CC1(OB(OC1(C)C)C1=CC2=C(C=NO2)C=C1)C 6-(4,4,5,5-tetramethyl-1,3,2-dioxaborolan-2-yl)benzo[d]isoxazole